C(C)C=1C=NN(C1)C1=NNC=C1 4-ethyl-1-(1H-pyrazol-3-yl)-1H-pyrazole